BrC=1C(=CC(=NC1)NC(C(=C)C1CC1)=O)Cl N-(5-bromo-4-chloropyridin-2-yl)-2-cyclopropylacrylamide